6,10-dimethyl-3-oxa-5,9-undecadiene-1-al CC(=CCOCC=O)CCC=C(C)C